ClC=1N=C(C2=C(N1)C=CO2)OCC=2C=NC(=C(C2)F)C=2N(C=C(N2)C(F)(F)F)C2CC2 2-chloro-4-[[6-[1-cyclopropyl-4-(trifluoromethyl)imidazol-2-yl]-5-fluoro-3-pyridyl]methoxy]furo[3,2-d]pyrimidine